N-((1s,4s)-4-((5-(pyrazolo[1,5-a]pyrimidin-5-yl)-7H-pyrrolo[2,3-d]pyrimidin-2-yl)amino)cyclohexyl)acetamide N1=CC=C2N1C=CC(=N2)C2=CNC=1N=C(N=CC12)NC1CCC(CC1)NC(C)=O